ClC1=CC=C(C=C1)[C@H](CCNC(=O)C1=C(N=C(S1)C1=CC=C2C(=NNC2=C1)C(NC)=O)C)O (S)-N-(3-(4-chlorophenyl)-3-hydroxypropyl)-4-methyl-2-(3-(methylcarbamoyl)-1H-indazol-6-yl)thiazole-5-carboxamide